5-cyano-1-(3,4-dimethoxyphenyl)-4-oxo-cinnoline-3-carboxylic acid ethyl ester C(C)OC(=O)C1=NN(C2=CC=CC(=C2C1=O)C#N)C1=CC(=C(C=C1)OC)OC